O=C1NC(CCC1N1C(C2=CC=C(C=C2C1=O)NCCC[C@@H]1C[C@H](C1)N1N=CC(=C1)C1=NC2=CC(=CC=C2N=C1)N1CC2CCC(C1)N2C)=O)=O 2-(2,6-dioxopiperidin-3-yl)-5-((3-(trans-3-(4-(7-(8-methyl-3,8-diazabicyclo[3.2.1]octan-3-yl)quinoxalin-2-yl)-1H-pyrazol-1-yl)cyclobutyl)propyl)amino)isoindoline-1,3-dione